7-methylpyrrolo[2,1-f][1,2,4]triazine-6-carbonitrile CC1=C(C=C2C=NC=NN21)C#N